FC=1C=C(C2=C(CCO2)C1CC1=NC2=C(N1C[C@H]1OCC1)C=C(C=C2)C(=O)O)C2=NC(=CC=C2)OCC2=C(C=C(C=C2)C(F)(F)F)OC (S)-2-((5-fluoro-7-(6-((2-methoxy-4-(trifluoromethyl)benzyl)oxy)pyridin-2-yl)-2,3-dihydrobenzofuran-4-yl)methyl)-1-(oxetan-2-ylmethyl)-1H-benzo[d]imidazole-6-carboxylic acid